ClC=1C=NC=CC1SC=1C=2N(C=NC1)C=NN2 8-((3-chloropyridin-4-yl)thio)-[1,2,4]triazolo[4,3-c]pyrimidin